CN(C=1C=C(C=CC1)C(C1=CC=CC=C1)=O)C 3'-(dimethylamino)benzophenone